2-methoxy-4-nitroaniline COC1=C(N)C=CC(=C1)[N+](=O)[O-]